FC1=C(C(=CC=C1)F)[C@H]1CC(=NO1)C=1N=C(SC1)C1CCN(CC1)C(CN1N=C(C=C1C)C(F)(F)F)=O 1-(4-{4-[(5R)-5-(2,6-Difluorophenyl)-4,5-dihydro-1,2-oxazol-3-yl]-1,3-thiazol-2-yl}piperidine-1-yl)-2-[5-methyl-3-(trifluoromethyl)-1H-pyrazol-1-yl]ethanone